1-amino-4-(4-((5-fluoro-2-methoxybenzamido)methyl)phenyl)-2-((1S,2S)-2-fluorocyclopropyl)-1H-imidazole-5-carboxamide NN1C(=NC(=C1C(=O)N)C1=CC=C(C=C1)CNC(C1=C(C=CC(=C1)F)OC)=O)[C@H]1[C@H](C1)F